2-dichloroacetamido-1-(4-methylsulfonylphenyl)-1,3-propanediol ClC(C(=O)NC(C(O)C1=CC=C(C=C1)S(=O)(=O)C)CO)Cl